Cl.CN(C1=CC(=C(C=N1)C=1C(=NN2C1N=C(C=C2N(CCC)CCC)C)C)C)C 3-[6-(Dimethylamino)-4-methyl-3-pyridinyl]-2,5-dimethyl-N,N-dipropylpyrazolo[1,5-a]pyrimidin-7-amine hydrochloride